CCC(=C(C)C)O 1,3-dimethyl-2-buten-2-ol